C1(=CC=CC=C1)N1CC(=CC=C1)NC(=O)N 1-PHENYL-3-PYRIDYLUREA